CP(C(CC)CCCC)C(CC)CCCC methyl-bis-(3-heptyl)phosphine